C(CC#CCCCCC)OC(CCCCC(=O)O)OCCC#CCCCCC 6,6-bis(non-3-yn-1-yloxy)hexanoic acid